1-[4-[(4-methylpiperazin-1-yl)methyldimethylsilyl]phenyl]-1-phenylethylene CN1CCN(CC1)C[Si](C1=CC=C(C=C1)C(=C)C1=CC=CC=C1)(C)C